N-((1-methyl-1H-pyrazol-4-yl)methyl)pyrazolo[1,5-a]pyrimidine-3-carboxamide CN1N=CC(=C1)CNC(=O)C=1C=NN2C1N=CC=C2